(2-((2-(2,5-dioxo-2,5-dihydro-1H-pyrrol-1-yl)ethyl)(methyl)amino)ethyl)cyclobutane-1,1-dicarboxamide O=C1N(C(C=C1)=O)CCN(CCC1C(CC1)(C(=O)N)C(=O)N)C